NC1=NC(=CC(=N1)C=1C(=C(C#N)C=CC1)C)C1=CC(N(C=C1)CC1=CC2=CC=CC=C2C=C1)=O 3-(2-amino-6-(1-(naphthalen-2-ylmethyl)-2-oxo-1,2-dihydropyridin-4-yl)pyrimidin-4-yl)-2-methylbenzonitrile